[2-(2-Hydroxy-ethoxy)-ethyl]-methylcarbamate OCCOCCOC(NC)=O